C(C)OC(=O)C=1C=C2CCC(OC2=C(C1)Br)(C)C 8-bromo-2,2-dimethylchroman-6-carboxylic acid ethyl ester